C(C)(C)C=1C=NN2C1N=C(N=C2NCC2=CC=C(C=C2)N2C(CCC2)=O)NC2CCOCC2 1-(4-(((8-isopropyl-2-((tetrahydro-2H-pyran-4-yl)amino)pyrazolo[1,5-a][1,3,5]triazin-4-yl)amino)methyl)phenyl)pyrrolidin-2-one